3-{3-Methyl-5-[3-(methylamino)pyrrolidin-1-yl]-2-oxo-1,3-benzodiazol-1-yl}piperidine-2,6-dione hydrochloride Cl.CN1C(N(C2=C1C=C(C=C2)N2CC(CC2)NC)C2C(NC(CC2)=O)=O)=O